(S)-N-(1-cyanocyclopropyl)-9-(5-(difluoromethyl)-1,3,4-thiadiazol-2-yl)-4-(hexahydropyrrolo[1,2-a]pyrazin-2(1H)-yl)-9H-pyrimido[4,5-b]indole-7-sulfonamide C(#N)C1(CC1)NS(=O)(=O)C1=CC=C2C3=C(N(C2=C1)C=1SC(=NN1)C(F)F)N=CN=C3N3C[C@H]1N(CC3)CCC1